2-{4-[5-chloro-2-(4-chloro-1H-1,2,3-triazol-1-yl)phenyl]-5-methoxy-2-oxopyridin-1(2H)-yl}pentanoic acid ClC=1C=CC(=C(C1)C1=CC(N(C=C1OC)C(C(=O)O)CCC)=O)N1N=NC(=C1)Cl